C(CC1=CC=CC=C1)OC1=CC(=NC2=CC=CC=C12)C(=O)NCCCCCC(=O)OC Methyl 6-(4-phenethoxyquinoline-2-carboxamido)hexanoate